2,2'-(Piperazine-1,4-diyl)diethanamine N1(CCN(CC1)CCN)CCN